O=C1NC(CCC1N1C(C2=CC(=CC(=C2C1)C1CCN(CC1)CC1CCC(CC1)NC(OC(C)(C)C)=O)F)=O)=O tert-butyl ((1r,4r)-4-((4-(2-(2,6-dioxopiperidin-3-yl)-6-fluoro-1-oxoisoindolin-4-yl)piperidin-1-yl)methyl)cyclohexyl)carbamate